N[C@@H](C(=O)O)CCCC#C (R)-2-AMINOHEPT-6-YNOIC ACID